(1-(7-(8-ethylnaphthalen-1-yl)-2-((hexahydro-1H-pyrrolizin-7a-yl)methoxy)-5,6,7,8-tetrahydropyrido[3,4-d]pyrimidin-4-yl)azepan-3-yl)methanol C(C)C=1C=CC=C2C=CC=C(C12)N1CC=2N=C(N=C(C2CC1)N1CC(CCCC1)CO)OCC12CCCN2CCC1